OCC1=CC=C(CNC(OCC#C)=O)C=C1 prop-2-yn-1-yl (4-(hydroxymethyl)benzyl)carbamate